tert-butyl 2-(1-(4-(2-methylbenzamido)naphthalene-1-sulfonamido)ethyl)piperidine-1-carboxylate CC1=C(C(=O)NC2=CC=C(C3=CC=CC=C23)S(=O)(=O)NC(C)C2N(CCCC2)C(=O)OC(C)(C)C)C=CC=C1